BrC=1C=CC2=C3N(N=C2C1)[C@@H](CN(C3)CC3=CC=C(C=C3)OC)C (R)-8-bromo-2-(4-methoxyBenzyl)-4-methyl-1,2,3,4-tetrahydropyrazino[1,2-b]indazole